CN1N=CC(=C1)C=1C=CC=2N(N1)C(=CN2)C2=CC=NC=C2 6-(1-methylpyrazol-4-yl)-3-(4-pyridyl)imidazo[1,2-b]pyridazine